C(C)OC([C@@H](N(C1=CC=C(C=C1)F)C=1SC(=C(N1)Cl)C(=O)C1=NC(=NO1)C1CCCC1)C)=O |r| rac-N-{4-chloro-5-[(3-cyclopentyl-1,2,4-oxadiazol-5-yl)carbonyl]-1,3-thiazol-2-yl}-N-(4-fluorophenyl)alanine ethyl ester